6-(1-((1,5-dimethyl-1H-pyrazol-4-yl)sulfonyl)-1,2,3,6-tetrahydropyridin-4-yl)-7,8-difluoro-[1,2,4]triazolo[1,5-a]pyridine CN1N=CC(=C1C)S(=O)(=O)N1CCC(=CC1)C=1C(=C(C=2N(C1)N=CN2)F)F